(2-pyridinyl)-benzamide N1=C(C=CC=C1)C1=C(C(=O)N)C=CC=C1